CC1=C2C(=CC(=C1)S2)C 2,6-dimethyl-p-phenylene sulfide